3-(4-amino-5-(trifluoromethyl)pyrrolo[2,1-f][1,2,4]triazin-7-yl)-6-(2-fluoro-5-(trifluoromethoxy)benzyl)-7,8-dihydro-1,6-naphthyridin-5(6H)-one NC1=NC=NN2C1=C(C=C2C=2C=NC=1CCN(C(C1C2)=O)CC2=C(C=CC(=C2)OC(F)(F)F)F)C(F)(F)F